C1CC12CNCC2=O 5-azaspiro[2.4]heptane-7-one